FC1=C(C=C(C(=C1)C(F)(F)F)C1=NN(C=N1)C)NC(=O)N1C2(CC(CC1CC2)C)C=2OC(=NN2)C N-(2-fluoro-5-(1-methyl-1H-1,2,4-triazol-3-yl)-4-(trifluoromethyl)phenyl)-3-methyl-1-(5-methyl-1,3,4-oxadiazol-2-yl)-8-azabicyclo[3.2.1]octane-8-carboxamide